(3S)-1,2-diazacyclohexane-3-carboxylic acid methyl ester bis(trifluoroacetic acid) salt FC(C(=O)O)(F)F.FC(C(=O)O)(F)F.COC(=O)[C@H]1NNCCC1